C1(=CC=CC=C1)C1OC(C=N1)=O 2-phenyloxazol-5-one